ClC1=CC=C(C=C1)CC(C#C)O (4-chlorophenyl)-3-butyn-2-ol